tert-Butyl 4-(5-cyanopyridin-2-yl)-2-methylpiperazine-1-carboxylate C(#N)C=1C=CC(=NC1)N1CC(N(CC1)C(=O)OC(C)(C)C)C